C(#C)C=1C=CC=C2C=C(C=C(C12)C1=C(C=2N=C(N=C(C2C=N1)N1C[C@H](C(CCC1)(C)C)NC(C=C)=O)OCC12CCCN2CCC1)F)O (S)-N-(1-(7-(8-ethynyl-3-hydroxynaphthalen-1-yl)-8-fluoro-2-((tetrahydro-1H-pyrrolizin-7a(5H)-yl)methoxy)pyrido[4,3-d]pyrimidin-4-yl)-4,4-dimethylazepan-3-yl)acrylamide